C1(=CC=CC=2C3=CC=CC=C3C3=CC=C4C(=C3C12)C=CC=C4)C4=C1C(=C(C(=C(C1=C(C=1C(=C(C(=C(C41)[2H])[2H])[2H])[2H])[2H])[2H])[2H])[2H])C4=C(C=CC=C4)C4=CC=CC=C4 benzotriphenylenyl(biphenylyl)anthracene-d8